triglycidyl-meta-cresol ethyl-(S)-3-amino-3-(2'-methoxybiphenyl-3-yl)propanoate methyl-(2S,3S,4R,5S,6S)-3,4,5-triacetoxy-6-ethynyl-tetrahydropyran-2-carboxylate C[C@@]1(O[C@H]([C@@H]([C@H]([C@@H]1OC(C)=O)OC(C)=O)OC(C)=O)C#C)C(=O)O.C(C)[C@H](C(=O)O)C(C=1C=C(C=CC1)C1=C(C=CC=C1)OC)N.C(C1CO1)C(C1=CC(=CC=C1)O)(CC1CO1)CC1CO1